FC1=C(C=CC=C1)C(COC)COC 2-(fluorophenyl)-1,3-dimethoxypropane